2-[1-[4-[4-(cyclobutoxy)-6-methyl-pyrimidin-2-yl]-2,6-difluoro-phenyl]azetidin-3-yl]acetic acid C1(CCC1)OC1=NC(=NC(=C1)C)C1=CC(=C(C(=C1)F)N1CC(C1)CC(=O)O)F